1-(oxetan-3-yl)piperazine 1-oxide O1CC(C1)[N+]1(CCNCC1)[O-]